CO[Si]1(N(CCC1)CC(=O)O[Si](C)(C)C)OC 2,2-dimethoxy-1-(trimethylsiloxycarbonyl)methyl-1-aza-2-silacyclopentane